FC=1C=C(C(=CC1C(C)C)N)N 4-Fluoro-5-(1-methylethyl)-1,2-benzenediamine